rel-(S)-4-(3-(2-(3,3-difluoro-1-methylpiperidin-4-yl)-6-methoxy-2H-indazole-5-yl)-4-fluorophenyl)-7-ethyl-7H-imidazo[4,5-c]Pyridazine FC1(CN(CC[C@@H]1N1N=C2C=C(C(=CC2=C1)C=1C=C(C=CC1F)C=1C2=C(N=NC1)N(C=N2)CC)OC)C)F |o1:6|